CC1=C2C(=O)CC(C1O2)(C)C Epoxyisophorone